2-(1-(difluoromethyl)-1H-pyrazol-3-yl)-6-(4-fluorophenyl)pyrimidine-4-carbonitrile FC(N1N=C(C=C1)C1=NC(=CC(=N1)C#N)C1=CC=C(C=C1)F)F